4-Amino-8-(4-fluoro-2-pyridyl)-2-oxo-N-propyl-1H-quinoline-3-carboxamide NC1=C(C(NC2=C(C=CC=C12)C1=NC=CC(=C1)F)=O)C(=O)NCCC